ClC=1C=C(C=CC1OC)NC(CSC=1NC=C(N1)C(=O)O)=O 2-((2-((3-CHLORO-4-METHOXYPHENYL)AMINO)-2-OXOETHYL)THIO)-1H-IMIDAZOLE-4-CARBOXYLIC ACID